3,5-dimethoxybenzenethiol COC=1C=C(C=C(C1)OC)S